(4-(4-(5-(2,3-dihydro-1H-inden-4-yl)-6-methoxy-1H-pyrazolo[4,3-b]pyridin-3-yl)phenyl)piperazin-1-yl)ethan-1-one C1CCC2=C(C=CC=C12)C1=C(C=C2C(=N1)C(=NN2)C2=CC=C(C=C2)N2CCN(CC2)C(C)=O)OC